FC=1C=CC(=C(C(=O)NCC2=CC=C(C(=O)Cl)C=C2)C1)OC 4-[[(5-fluoro-2-methoxy-benzoyl)amino]methyl]benzoyl chloride